(5R,6S)-6-cyclohexyl-5-(6-(4-(dimethoxymethyl)piperidin-1-yl)pyridin-3-yl)-5,6,7,8-tetrahydronaphthalen-2-ol C1(CCCCC1)[C@H]1[C@H](C=2C=CC(=CC2CC1)O)C=1C=NC(=CC1)N1CCC(CC1)C(OC)OC